(S)-2-amino-3-(4-(5-(3-bromo-4-methoxyphenyl)-1,2,4-oxadiazol-3-yl)phenyl)propanoic acid N[C@H](C(=O)O)CC1=CC=C(C=C1)C1=NOC(=N1)C1=CC(=C(C=C1)OC)Br